dimethyl-(4-(prop-2-yn-1-ylamino)benzo[d]thiazol-7-yl)phosphine oxide CP(C1=CC=C(C=2N=CSC21)NCC#C)(C)=O